2-(4-chlorophenyl)-4-fluoro-6-phenyl-1,3,5-triazine ClC1=CC=C(C=C1)C1=NC(=NC(=N1)F)C1=CC=CC=C1